(S,E)-N-((1,2,3,5,6,7-hexahydro-s-indacen-4-yl)carbamoyl)-2-(2-methylpyrrolidin-2-yl)ethene-1-sulfonamide C1CCC2=C(C=3CCCC3C=C12)NC(=O)NS(=O)(=O)\C=C\[C@]1(NCCC1)C